(S)-N-(5-(3-ethynylimidazo[1,2-b]pyridazin-6-yl)-2-methylphenyl)-3-phenylisoxazolidine C(#C)C1=CN=C2N1N=C(C=C2)C=2C=CC(=C(C2)N2OCC[C@H]2C2=CC=CC=C2)C